2-(((4-(((tert-butyldimethylsilyl)oxy)methyl)cyclohexyl)thio)methyl)-7-fluoroquinazolin-4(3H)-one [Si](C)(C)(C(C)(C)C)OCC1CCC(CC1)SCC1=NC2=CC(=CC=C2C(N1)=O)F